5-Bromo-2-fluoro-3-methoxybenzaldehyde BrC=1C=C(C(=C(C=O)C1)F)OC